ClC1=CC(=NC=N1)NC(OC(C)(C)C)=O Tert-butyl (6-chloropyrimidin-4-yl)carbamate